ClCC1=NC=2C(=NC=C(C2)C(=O)OC)N1C[C@H]1OCC1 methyl (S)-2-(chloromethyl)-3-(oxetan-2-ylmethyl)-3H-imidazo[4,5-b]pyridine-6-carboxylate